(5-FORMYLPYRIMIDIN-2-YL)METHANAMINIUM CHLORIDE [Cl-].C(=O)C=1C=NC(=NC1)C[NH3+]